4-(2-((5,7-Dimethylquinolin-6-yl)amino)-7-methyl-8-oxo-7,8-dihydro-9H-purin-9-yl)tetrahydro-2H-pyran-4-carbonitrile CC1=C2C=CC=NC2=CC(=C1NC1=NC=C2N(C(N(C2=N1)C1(CCOCC1)C#N)=O)C)C